(1R,5S)-N-(4-chloro-3-cyclobutylphenyl)-1-(5-methyl-1,3,4-oxadiazol-2-yl)-6-azabicyclo[3.1.1]heptane-6-carboxamide ClC1=C(C=C(C=C1)NC(=O)N1[C@H]2CCC[C@@]1(C2)C=2OC(=NN2)C)C2CCC2